N1=CN=C2NC=NC2=C1C=1C(=NC=CC1)NC=1C=CC(=C(C1)NC(C1=CC(=CC=C1)C(F)(F)F)=O)C N-(5-(3-(9H-purin-6-yl)pyridin-2-ylamino)-2-methylphenyl)-3-(trifluoromethyl)benzamide